SCC(=O)O 2-sulfanyl-acetic acid